3-vinyl-10-methyl-10H-phenothiazine C(=C)C=1C=CC=2N(C3=CC=CC=C3SC2C1)C